1-[(3S)-3-[4-[3-chloro-2-fluoro-4-(1-methylcyclobutoxy)anilino]pyrido[3,2-d]pyrimidin-6-yl]oxypyrrolidin-1-yl]prop-2-en-1-one ClC=1C(=C(NC=2C3=C(N=CN2)C=CC(=N3)O[C@@H]3CN(CC3)C(C=C)=O)C=CC1OC1(CCC1)C)F